(4-((3aR,6aR)-hexahydro-4H-furo[3,2-b]pyrrol-4-yl)-6-(3-(m-tolyl)-1H-pyrazol-1-yl)pyrimidin-2-yl)methanol O1CC[C@H]2N(CC[C@H]21)C2=NC(=NC(=C2)N2N=C(C=C2)C=2C=C(C=CC2)C)CO